isopropyl neopentylperoxybenzoate C(C(C)(C)C)C1=C(C(=O)OOC(C)C)C=CC=C1